tert-butyl 6-oxo-3-azabicyclo[3.1.1]heptane-3-carboxylate O=C1C2CN(CC1C2)C(=O)OC(C)(C)C